[Co].[La].[Ni] nickel lanthanum cobalt